2-(6-chloro-4-ethoxy-2H-pyrazolo[4,3-c]pyridin-2-yl)acetic acid ClC1=CC=2C(C(=N1)OCC)=CN(N2)CC(=O)O